ClC=1C(=CC=C2N=CC(=NC12)C=1C=NN(C1)C(C(=O)O)(C)C)OC=1C=CC2=C(NC(=N2)C)C1F (4-{8-chloro-7-[(7-fluoro-2-methyl-1H-1,3-benzodiazol-6-yl)oxy]quinoxalin-2-yl}-1H-pyrazol-1-yl)-2-methylpropanoic acid